methyl-butylether COCCCC